S1C(=CC=C1)P(C1=CC=C(C(=O)O)C=C1)C=1SC=CC1 4-(dithienylphosphino)benzoic acid